carbamoyl-1,2-dimyristoxypropylamine C(N)(=O)NC(C(C)OCCCCCCCCCCCCCC)OCCCCCCCCCCCCCC